4-[(1R)-1-amino-2-fluoroethyl]piperidine-1-carboxylic acid tert-butyl ester C(C)(C)(C)OC(=O)N1CCC(CC1)[C@H](CF)N